(7-((4-cyano-2-fluorobenzyl)oxy)-5-fluoro-3,4-dihydroisoquinolin-2(1H)-yl)methyl-1-((oxetan-2-yl)methyl)-1H-benzo[d]imidazole-6-carboxylic acid tert-butyl ester C(C)(C)(C)OC(=O)C=1C=CC2=C(N(C(=N2)CN2CC3=CC(=CC(=C3CC2)F)OCC2=C(C=C(C=C2)C#N)F)CC2OCC2)C1